ClC1=CC(=NC=C1OC[C@@](CC(C)C)(C)NC(OC(C)(C)C)=O)C1=C(C(=NC=C1)C)C (S)-tert-butyl (1-((4-chloro-2',3'-dimethyl-[2,4'-bipyridin]-5-yl)oxy)-2,4-dimethylpentan-2-yl)carbamate